O[C@H](CNC=1N=CC(=C2C=CN(C(C12)=O)C)C1=CC=C(C=C1)C(F)(F)F)COC (R)-8-((2-hydroxy-3-methoxypropyl)amino)-2-methyl-5-(4-(trifluoromethyl)phenyl)-2,7-naphthyridin-1(2H)-one